(2-(2-(trifluoromethyl)phenyl)-1H-imidazol-4-yl)(3,4,5-trimethoxyphenyl)methanone FC(C1=C(C=CC=C1)C=1NC=C(N1)C(=O)C1=CC(=C(C(=C1)OC)OC)OC)(F)F